FC1=CC(=C(OC2=CC(=C(C=C2)NC(OCC=2C(=C3C(N(CC3=CC2)C2C(NC(CC2)=O)=O)=O)OC)=O)OC)C=C1F)C [2-(2,6-dioxopiperidin-3-yl)-4-methoxy-3-oxo-2,3-dihydro-1H-isoindol-5-yl]methyl N-[4-(4,5-difluoro-2-methylphenoxy)-2-methoxyphenyl]carbamate